F[C@H]1CN(CC[C@H]1NC1=C2C=C(N(C2=CC=C1)CC(F)(F)F)C1=NOC(=N1)CNC(=O)C=1N=NN(C1)C)C N-{[3-(4-{[(3S,4R)-3-fluoro-1-methylpiperidin-4-yl]amino}-1-(2,2,2-trifluoroethyl)-1H-indol-2-yl)-1,2,4-oxadiazol-5-yl]methyl}-1-methyl-1H-1,2,3-triazole-4-carboxamide